(R)-N-(4-(6-methoxy-7-(pyrrolidin-3-ylmethoxy)quinazolin-4-yl)phenyl)-2-(4-(trifluoromethyl)phenyl)acetamide COC=1C=C2C(=NC=NC2=CC1OC[C@H]1CNCC1)C1=CC=C(C=C1)NC(CC1=CC=C(C=C1)C(F)(F)F)=O